NC1=NC(=C2N=CN(C2=N1)CC(=O)NC1=CC(=NN1C1=CC=CC=C1)C(C)(C)C)NC1=CC=C(C=C1)F 2-(2-amino-6-((4-fluorophenyl)amino)-9H-purin-9-yl)-N-(3-(tert-butyl)-1-phenyl-1H-pyrazol-5-yl)acetamide